6-[(2-bromobenzyl)oxy]-1-hexanol BrC1=C(COCCCCCCO)C=CC=C1